methyl-5-bromo-1-methyl-1H-indole-3-carboxylate COC(=O)C1=CN(C2=CC=C(C=C12)Br)C